(2-(4-(5-(trifluoromethyl)pyrimidin-2-yl)piperazin-1-yl)oxazol-5-yl)methanol Methyl-3-chloro-6-(2-chloro-6-(methylthio)-4-(trifluoromethyl)phenyl)picolinate CC1=C(C(=NC(=C1)C1=C(C=C(C=C1SC)C(F)(F)F)Cl)C(=O)OCC1=CN=C(O1)N1CCN(CC1)C1=NC=C(C=N1)C(F)(F)F)Cl